Cl.C(=O)(O)CCP(CCC(=O)O)CCC(=O)O tris-(2-carboxylethyl)phosphine hydrochloride